Di-tert-butyl-neopentylphosphine C(C)(C)(C)P(CC(C)(C)C)C(C)(C)C